3-((1-(1-((4-cyano-2-ethynylphenyl)amino)-2-methyl-1-oxopropan-2-yl)-1H-pyrazole-4-yl)ethynyl)azetidine-1-carboxylic acid tert-butyl ester C(C)(C)(C)OC(=O)N1CC(C1)C#CC=1C=NN(C1)C(C(=O)NC1=C(C=C(C=C1)C#N)C#C)(C)C